rac-tert-Butyl (4-hydroxy-2-methylbutyl)(4-methoxybenzyl)carbamate OCC[C@H](CN(C(OC(C)(C)C)=O)CC1=CC=C(C=C1)OC)C |r|